N-((cis)-3-(5-chloro-2-cyanophenyl)cyclobutyl)-1-((R or S)-1-(4-methyl-6-((1R,5S)-2-oxo-3-azabicyclo[3.1.0]hexan-3-yl)pyridin-3-yl)ethyl)-1H-1,2,3-triazole-4-carboxamide ClC=1C=CC(=C(C1)[C@H]1C[C@H](C1)NC(=O)C=1N=NN(C1)[C@H](C)C=1C=NC(=CC1C)N1C([C@@H]2C[C@@H]2C1)=O)C#N |o1:19|